The molecule is a propanolamine that is 3-aminopropane-1,2-diol in which the hydrogen of the primary hydoxy is substituted by a 4-[2-(cyclopropylmethoxy)ethyl]phenyl group and one of the hydrogens attached to the amino group is substituted by isopropyl. It is a selective beta1-receptor blocker and is used in the treatment of glaucoma as well as hypertension, arrhythmias, and coronary heart disease. It is also used to reduce non-fatal cardiac events in patients with heart failure. It has a role as a beta-adrenergic antagonist, an antihypertensive agent and a sympatholytic agent. CC(C)NCC(COC1=CC=C(C=C1)CCOCC2CC2)O